phenyl 3,6-dichloro-5-methylpyridazine-4-sulfinate ClC=1N=NC(=C(C1S(=O)OC1=CC=CC=C1)C)Cl